methyl (1R)-2-(4-{4H,5H,6H-cyclopenta[d][1,3]oxazol-2-yl}-5-hydroxy-1-methyl-6-oxopyrimidin-2-yl)-1-phenyl-3,4-dihydro-1H-isoquinoline-7-carboxylate O1C(=NC2=C1CCC2)C=2N=C(N(C(C2O)=O)C)N2[C@@H](C1=CC(=CC=C1CC2)C(=O)OC)C2=CC=CC=C2